(9H-carbazole) 2-(3-methylphenyl)acetate CC=1C=C(C=CC1)CC(=O)O.C1=CC=CC=2C3=CC=CC=C3NC12